C(C1=CC=CC=C1)N1CC2=C(CC1)C(N=C2N[C@H]2[C@@H](CCCC2)O)=O 5-benzyl-3-{[(1R,2R)-2-hydroxycyclohexyl]amino}-4,5,6,7-tetrahydro-1H-pyrrolo[3,4-c]pyridin-1-one